NC1=NC=NN2C1=CC=C2[C@@H]2O[C@]([C@@H]1[C@H]2OC(O1)(C)C)(C#N)COP(=O)(OC1=CC=CC=C1)N[C@@H](C)C(=O)OC1COC1 oxetan-3-yl ((((3aS,4R,6S,6aS)-6-(4-aminopyrrolo[2,1-f][1,2,4]triazin-7-yl)-4-cyano-2,2-dimethyltetrahydrofuro[3,4-d][1,3]dioxol-4-yl)methoxy)(phenoxy)phosphoryl)-L-alaninate